4-BROMO-2-FORMYL-5-NITRO-BENZOIC ACID BrC1=CC(=C(C(=O)O)C=C1[N+](=O)[O-])C=O